ClC1=C(C(=O)N(CC=2OC=CC2)CC2=C(C=C(C=C2)OC)N(S(=O)(=O)C=2C=CC3=C(C(=C(O3)C(=O)OCC)C)C2)CC)C=CC=C1 ethyl 5-(N-(2-((2-chloro-N-(furan-2-ylmethyl) benzamido) methyl)-5-methoxyphenyl)-N-ethylsulfamoyl)-3-methylbenzofuran-2-carboxylate